FC1C(NC(C2C1NC(NC2)S(=O)C)N2C(CC2)C)C2CC(CC1CCC(C(C21)CC[Si](C(C)C)(C(C)C)C(C)C)F)OCOC 1-{8-fluoro-7-[7-fluoro-3-(methoxymethoxy)-8-[2-(triisopropylsilyl)ethyl]-decahydronaphthalen-1-yl]-2-methanesulfinyl-decahydropyrido[4,3-d]pyrimidin-5-yl}-2-methylazetidine